(2S,3R)-2,3-Dihydro-3,5-dimethyl-2-ethyl-6-(1-methyl-2-oxobutyl)-4H-pyran-4-one C[C@@H]1[C@@H](OC(=C(C1=O)C)C(C(CC)=O)C)CC